Tert-butyl N-[(1r,4r)-4-[3-(1,2,3,4-tetrahydro-1,5-naphthyridin-1-yl)-1H-pyrazolo[3,4-b]pyrazin-6-yl]-1',3'-dihydrospiro[cyclohexane-1,2'-inden]-3'-yl]carbamate N1(CCCC2=NC=CC=C12)C1=NNC2=NC(=CN=C21)C2CCC1(CC3=CC=CC=C3C1NC(OC(C)(C)C)=O)CC2